COC1=CC=C(C=C1)C=1NC=C(N1)C(=O)C1=CC(=C(C(=C1)OC)OC)OC (2-(4-methoxyphenyl)-1H-imidazol-4-yl)(3,4,5-trimethoxyphenyl)methanone